1-(6-chloro-2-(pyridin-3-yl)pyrimidin-4-yl)piperazine ClC1=CC(=NC(=N1)C=1C=NC=CC1)N1CCNCC1